4-(aminomethyl)-1-(5-(2-methoxy-4,5-dimethylphenyl)imidazo[2,1-b][1,3,4]thiadiazol-2-yl)piperidin-4-ol NCC1(CCN(CC1)C1=NN2C(S1)=NC=C2C2=C(C=C(C(=C2)C)C)OC)O